C[C@H]1N(CCN(C1)C)[C@H](C(=O)NC=1C=CC=C2C(=CNC12)C1=NC(=NC=C1C)NC1=C(C(=CC=C1)S(=O)(=O)C)F)C (S)-2-((R)-2,4-dimethylpiperazin-1-yl)-N-(3-(2-((2-fluoro-3-(methylsulfonyl)phenyl)amino)-5-methylpyrimidin-4-yl)-1H-indol-7-yl)propanamide